7-(6-(bis(4-methoxybenzyl)amino)-4-methyl-3-(trifluoromethyl)pyridin-2-yl)-2,6-dichloro-5,6-difluoroquinazolin-4(3H)-one COC1=CC=C(CN(C2=CC(=C(C(=N2)C=2C(C(=C3C(NC(N=C3C2)Cl)=O)F)(F)Cl)C(F)(F)F)C)CC2=CC=C(C=C2)OC)C=C1